C=N methyleneimine